CC1=CC=NN1CCC 5-methyl-1-propylpyrazole